2-(2-hydroxyethyl-(3-imidazol-1-ylpropyl)amino)ethanol OCCN(CCO)CCCN1C=NC=C1